C(C)C1(C(C(C1C(=O)O)C(=O)O)(C(=O)O)CC)C(=O)O diethyl-1,2,3,4-cyclobutanetetracarboxylic acid